3-(2-fluorophenyl)-8-((S)-2-methylpiperazin-1-yl)-6-(((S)-1-methylpyrrolidin-2-yl)methoxy)-2-(trifluoromethyl)pyrimido[5,4-d]Pyrimidin-4(3H)-one FC1=C(C=CC=C1)N1C(=NC2=C(C1=O)N=C(N=C2N2[C@H](CNCC2)C)OC[C@H]2N(CCC2)C)C(F)(F)F